C1(=CC=CC=C1)OP(OC(C1=C(C=C(C=C1C)C)C)=O)(O)=O phenyl-(2,4,6-trimethylbenzoyl)phosphoric acid